N-[(1S,2R,3E)-1-[(β-D-galactopyranosyl-oxy)methyl]-2-hydroxy-3-heptadecen-1-yl]-pentadecanamide [C@@H]1([C@H](O)[C@@H](O)[C@@H](O)[C@H](O1)CO)OC[C@@H]([C@@H](\C=C\CCCCCCCCCCCCC)O)NC(CCCCCCCCCCCCCC)=O